(Z)-(2-bromobut-1,3-dien-1-yl)benzene Br\C(=C/C1=CC=CC=C1)\C=C